2-(8-((2S,5R)-4-(1-(8-fluoro-3,3-dimethyl-2,3-dihydrobenzo[b][1,4]dioxin-6-yl)ethyl)-2,5-dimethylpiperazin-1-yl)-5-methyl-6-oxo-5,6-dihydroimidazo[1,2-b]pyridazin-2-yl)acetonitrile FC1=CC(=CC2=C1OCC(O2)(C)C)C(C)N2C[C@@H](N(C[C@H]2C)C=2C=1N(N(C(C2)=O)C)C=C(N1)CC#N)C